ClC1=C(C(=O)O)C=CC(=C1NS(=O)(=O)CC)OC(F)(F)F 2-chloro-3-(ethylsulfonylamino)-4-(trifluoromethoxy)benzoic acid